4-[4-(1,3-Benzooxazol-2-yl)piperidin-1-yl]-1,7-dimethyl-2-oxo-1,2-dihydroquinoline-3-carboxamide O1C(=NC2=C1C=CC=C2)C2CCN(CC2)C2=C(C(N(C1=CC(=CC=C21)C)C)=O)C(=O)N